IC1=CC=C(OCCN2C3=NC=NC(=C3N=C2)N)C=C1 9-(2-(4-iodophenoxy)ethyl)-9H-purin-6-amine